N5-ethyl-L-glutamine C(C)NC(CC[C@H](N)C(=O)O)=O